S-adenosyl-L-methionine p-toluenesulfonate sulfate S(=O)(=O)([O-])[O-].CC1=CC=C(C=C1)S(=O)(=O)[O-].[C@@H]1([C@H](O)[C@H](O)[C@@H](C[S+](CC[C@H](N)C(=O)O)C)O1)N1C=NC=2C(N)=NC=NC12.[C@@H]1([C@H](O)[C@H](O)[C@@H](C[S+](CC[C@H](N)C(=O)O)C)O1)N1C=NC=2C(N)=NC=NC12.[C@@H]1([C@H](O)[C@H](O)[C@@H](C[S+](CC[C@H](N)C(=O)O)C)O1)N1C=NC=2C(N)=NC=NC12